2,2,4-tris(hydroxymethyl)-1,5-pentanediol OCC(CO)(CC(CO)CO)CO